CC1=C(C2=C(N=N1)SC1=C2N=CN=C1NCC1=CC=C(C=C1)C1=NN(C=C1)C)C 3,4-dimethyl-N-[[4-(1-methylpyrazol-3-yl)phenyl]methyl]pyrimido[4',5':4,5]thieno[2,3-c]pyridazin-8-amine